ClC1=C(CN2N=C(C3=CC=CC=C23)C(=O)NN)C=CC(=C1)Cl 1-(2,4-dichlorobenzyl)-indazole-3-carboxylic acid hydrazide